(S)-2-amino-3-((S)-4-(2-amino-6-((R)-1-(4-chloro-2-(5,6-dihydro-2H-pyran-3-yl)phenyl)-2,2,2-trifluoroethoxy)pyrimidine-4-yl)cyclohex-3-ene-1-yl)propionic acid hydrochloride Cl.N[C@H](C(=O)O)C[C@@H]1CC=C(CC1)C1=NC(=NC(=C1)O[C@@H](C(F)(F)F)C1=C(C=C(C=C1)Cl)C=1COCCC1)N